2-[1-[2-(2,6-dioxo-3-piperidyl)-1,3-dioxo-isoindolin-4-yl]-4-piperidyl]acetic acid O=C1NC(CCC1N1C(C2=CC=CC(=C2C1=O)N1CCC(CC1)CC(=O)O)=O)=O